(4-(4-chlorophenyl)cyclohexyl)methanone ClC1=CC=C(C=C1)C1CCC(CC1)C=O